N1=CC=CC2=CC=CC(=C12)NC(=O)[C@H]1N(CCCC1)C(=O)OCC1=CC=CC=C1 (2S)-N-(quinoline-8-yl)-1-benzyloxycarbonyl-2-piperidineformamide